Cl.COC([C@H](CC(C)C)N)=O (S)-2-amino-4-methylpentanoic acid methyl ester hydrochloride